(S)-7-((3,5-difluorobenzyl)oxy)-3,4,11,11a-tetrahydropyrimido[6',1':2,3]imidazo[5,1-c][1,4]oxazin-9(1H)-one FC=1C=C(COC2=NC(N3C(N4[C@H](COCC4)C3)=C2)=O)C=C(C1)F